tert-butyl (2R,5S)-2-(2-cyano-7-quinolyl)-5-methyl-piperidine-1-carboxylate C(#N)C1=NC2=CC(=CC=C2C=C1)[C@@H]1N(C[C@H](CC1)C)C(=O)OC(C)(C)C